C(C)(C)(C)OC(C(C)C1(CCN(CC1)C(=O)OCC1=CC=CC=C1)O)=O benzyl 4-(2-tert-butoxy-1-methyl-2-oxo-ethyl)-4-hydroxy-piperidine-1-carboxylate